FC1=CC=C(C=C1)NC(NC=1C=C(C=CC1)C=1N=C(N(C1C1=CC(=NC=C1)NC(C)=O)COCC[Si](C)(C)C)SC)=O N-(4-(4-(3-(3-(4-fluorophenyl)ureido)phenyl)-2-(methylthio)-1-((2-(trimethylsilyl)ethoxy)-methyl)-1H-imidazol-5-yl)pyridin-2-yl)acetamide